ClC=1N=CC2=C(N1)N(C=C2)C2=CC=CC=C2 2-chloro-7-phenyl-pyrrolo[2,3-d]pyrimidine